4-(diethylamino)azobenzene C(C)N(C1=CC=C(C=C1)N=NC1=CC=CC=C1)CC